1-(4-(5-amino-3-(4-(4-fluorophenoxy)phenyl)imidazo[1,5-c]pyrimidin-1-yl)-3,6-dihydropyridin-1(2H)-yl)-2-hydroxyethan-1-one NC1=NC=CC=2N1C(=NC2C=2CCN(CC2)C(CO)=O)C2=CC=C(C=C2)OC2=CC=C(C=C2)F